5-(3-(2,2-difluoroethyl)-2-methyl-3H-imidazo[4,5-b]pyridin-5-yl)-N-(trans-3-(2-methoxyethoxy)cyclobutyl)pyrrolo[2,1-f][1,2,4]triazin-2-amine FC(CN1C(=NC=2C1=NC(=CC2)C=2C=CN1N=C(N=CC12)N[C@@H]1C[C@H](C1)OCCOC)C)F